C(C)OC(=O)C1=NN2C(C(=CC=C2)Br)=C1C=O 4-BROMO-3-FORMYL-PYRAZOLO[1,5-A]PYRIDIN-2-CARBOXYLIC ACID ETHYL ESTER